CC1N(CCC(C1)=O)S(=O)(=O)C 2-methyl-1-(methylsulfonyl)piperidin-4-one